CN(CCC1=CC=C(C=C1)C=1C=C(C2=CN(N=C2C1C)[C@@H](C(=O)NC=1SC=CN1)C1=C2N(C=N1)C[C@@H](C2)F)C(F)(F)F)C |&1:20| rac-2-(6-(4-(2-(dimethylamino)ethyl)phenyl)-7-methyl-4-(trifluoromethyl)-2H-indazol-2-yl)-2-((R)-6-fluoro-6,7-dihydro-5H-pyrrolo[1,2-c]imidazol-1-yl)-N-(thiazol-2-yl)acetamide